5-((6,7-difluoro-2,3-dihydrobenzo[b][1,4]dioxin-5-yl)methoxy)-2-fluoro-4-methoxyaniline FC1=C(C2=C(OCCO2)C=C1F)COC=1C(=CC(=C(N)C1)F)OC